(2S,4r)-4-hydroxy-1-[(2S)-2-[4-(1-hydroxy-4,4-dimethyl-cyclohexyl)triazol-1-yl]-3,3-dimethyl-butyryl]-N-methyl-pyrrolidine-2-carboxamide O[C@@H]1C[C@H](N(C1)C([C@H](C(C)(C)C)N1N=NC(=C1)C1(CCC(CC1)(C)C)O)=O)C(=O)NC